(indenyl)titanium C1(C=CC2=CC=CC=C12)[Ti]